N-(tert-Butoxycarbonyl)-N-methyl-L-isoleucine C(C)(C)(C)OC(=O)N([C@@H]([C@@H](C)CC)C(=O)O)C